FC1(CCC(CC1)[C@H](NC(=O)C=1C(=NOC1)C)C=1N=C2N(N=C(C=C2)CC2C(NC[C@@H](C2)C(F)(F)F)=O)C1)F N-((1S)-(4,4-difluorocyclohexyl)(6-(((5R)-2-oxo-5-(trifluoromethyl)piperidin-3-yl)methyl)imidazo[1,2-b]pyridazin-2-yl)methyl)-3-methylisoxazole-4-carboxamide